C1(CC1)OC[C@@H]1N(S(OC1)=O)C(=O)OC(C)(C)C tert-butyl (4S)-4-(cyclopropoxymethyl)-2-oxo-1,2lambda4,3-oxathiazolidine-3-carboxylate